NC1=CC=C(N=N1)C#CCN(C(=O)[C@H]1N(CC[C@H]1N=[N+]=[N-])C1=NC(=CC(=C1C#N)C(F)(F)F)C)C1=CC(=C(C=C1)F)Cl (2S,3R)-N-[3-(6-aminopyridazin-3-yl)prop-2-ynyl]-3-azido-N-(3-chloro-4-fluoro-phenyl)-1-[3-cyano-6-methyl-4-(trifluoromethyl)-2-pyridyl]pyrrolidine-2-carboxamide